O-(5,9,13,17-tetramethyl-octadecanoyl)glycerol CC(CCCC(=O)OCC(O)CO)CCCC(CCCC(CCCC(C)C)C)C